3-(5-(difluoromethyl)-1,3,4-thiadiazol-2-yl)-N-(1-methylcyclopropyl)-8-(4-(2-methylpropionyl)piperazin-1-yl)-[1,2,4]triazolo[4,3-a]pyridin-6-sulfonamide FC(C1=NN=C(S1)C1=NN=C2N1C=C(C=C2N2CCN(CC2)C(C(C)C)=O)S(=O)(=O)NC2(CC2)C)F